[Mn].[Al] aluminium-manganese